FC1=CC=C2C(CCOC2=C1)C=1N=CNC1 4-(7-fluorochroman-4-yl)-1H-imidazole